5-cyclopropyl-1-(2-carbonyl-1,2-dihydrobenzo[cd]indol-6-yl)-1H-pyrazole C1(CC1)C1=CC=NN1C=1C=2C3=C(C(NC3=CC1)=C=O)C=CC2